O=C[C@H](O)[C@H](O)[C@H](S)CO 4-THIORIBOSE